FC1=C(C=CC=C1F)NC=1C(=CN2C1C(NCC2)=O)C2=CC=NC=C2 8-((2,3-difluorophenyl)amino)-7-(pyridin-4-yl)-3,4-dihydropyrrolo[1,2-a]pyrazin-1(2H)-one